CC=1C=C(C=CC1OC1=CC2=C(N(C=N2)C)C=C1)NC1=NC=NC=C1C#CC1N(CCCC1)C(C#C)=O 1-(2-((4-((3-methyl-4-((1-methyl-1H-benzoimidazol-5-yl)oxy)phenyl)amino)pyrimidin-5-yl)ethynyl)piperidin-1-yl)prop-2-yn-1-one